FC1=C(C=C(C=C1[N+](=O)[O-])C(F)(F)F)C1=CC(=CC(=C1F)[N+](=O)[O-])C(F)(F)F 2,6'-difluoro-5,3'-bis(trifluoromethyl)-3,5'-dinitrobiphenyl